N-[1-(2,5-difluorophenyl)-1H-pyrazol-3-yl]-5-fluoro-1-methyl-3-(trifluoromethyl)-1H-pyrazole-4-carboxamide FC1=C(C=C(C=C1)F)N1N=C(C=C1)NC(=O)C=1C(=NN(C1F)C)C(F)(F)F